FC(=C(C(F)(F)F)F)F perfluoropropene